(2-ethoxycarbonyl-8-fluoro-imidazo[1,2-a]pyridin-6-yl)boronic acid C(C)OC(=O)C=1N=C2N(C=C(C=C2F)B(O)O)C1